5-fluoro-6-methyl-pyridin-2-amine FC=1C=CC(=NC1C)N